FC=1C=C(C=C(C1)F)NC=O N-(3,5-difluorophenyl)formamide